(3R)-3-[(1S)-2-tert-butoxy-1-[[3-(1-ethoxyvinyl)phenyl]methyl]-2-oxoethyl]pyrrolidine-1-carboxylic acid tert-butyl ester C(C)(C)(C)OC(=O)N1C[C@H](CC1)[C@@H](C(=O)OC(C)(C)C)CC1=CC(=CC=C1)C(=C)OCC